4-(3-triethoxysilylhexyloxy)cinnamic acid ethyl ester C(C)OC(C=CC1=CC=C(C=C1)OCCC(CCC)[Si](OCC)(OCC)OCC)=O